C(C)(=O)OC(CC)C1=NC=CC=C1 1-(pyridin-2-yl)propyl acetate